O1C2=C(NC(C1)=O)N=CC=C2 4H-pyrido[3,2-b][1,4]Oxazin-3-one